C(C)(=O)OCC(C[C@H]1O[C@H](C([C@H]1OCC1=CC=CC=C1)=O)[C@@H]([C@H]1OC(CCC1=O)CC=C)OC(C)=O)OC(C)=O 3-((2R,3S,5S)-5-((1R)-acetoxy((2R)-6-allyl-3-oxotetrahydro-2H-pyran-2-yl)methyl)-3-(benzyloxy)-4-oxotetrahydrofuran-2-yl)propane-1,2-diyl diacetate